CCCCCCCCCCCCCCCCCC(=O)OOOC(=O)CCCCCCCCCCCCCCCCC epoxystearate